CC([C@@H](C(=O)N1[C@@H](C[C@H](C1)O)C(=O)NC)N1N=NC(=C1)CNC(NC1=CC(=CC=C1)[N+](=O)[O-])=O)(C)C (2S,4R)-1-[(2S)-3,3-dimethyl-2-[4-[[(3-nitrophenyl)carbamoylamino]methyl]triazol-1-yl]butanoyl]-4-hydroxy-N-methyl-pyrrolidine-2-carboxamide